C(#N)C1=C(C=C(C=N1)SCCC(C#N)C#N)SCC 2-[2-[(6-Cyano-5-ethylsulfanyl-3-pyridyl)sulfanyl]ethyl]propandinitril